C(C1=CC=CC=C1)OC1=NC(=CC=C1N1C(N(CC1)C1=CC=C(C=C1)C1CCN(CC1)C(=O)OC(C)(C)C)=O)OCC1=CC=CC=C1 tert-butyl 4-(4-(3-(2,6-bis(benzyloxy)pyridin-3-yl)-2-oxoimidazolidin-1-yl)phenyl)piperidine-1-carboxylate